BrC1=C(C(=NN1C1=CC(=CC=C1)C(F)(F)F)C1=CC=CC=C1)C=O 5-BROMO-3-PHENYL-1-[3-(TRIFLUOROMETHYL)PHENYL]-1H-PYRAZOLE-4-CARBOXALDEHYDE